(S)-2-(4-(2-((4-cyano-2-methoxybenzyl)oxy)pyrimidin-4-yl)-2,5-difluorobenzyl)-1-((oxetan-2-yl)methyl)-3-oxo-2,3-dihydro-1H-indazole-6-carboxylic acid C(#N)C1=CC(=C(COC2=NC=CC(=N2)C2=CC(=C(CN3N(C4=CC(=CC=C4C3=O)C(=O)O)C[C@H]3OCC3)C=C2F)F)C=C1)OC